8-(4-tert-butylphenyl)-7-ethenyl-2H,3H,4H,6H-pyrimido[2,1-b][1,3]thiazin-6-one C(C)(C)(C)C1=CC=C(C=C1)C=1N=C2SCCCN2C(C1C=C)=O